1-arachidoyl-2-hydroxy-sn-glycero-3-phosphocholine C(CCCCCCCCCCCCCCCCCCC)(=O)OC[C@@H](OO)COP(=O)([O-])OCC[N+](C)(C)C